ClC=1C=C(C=CC1C(=O)N1CCNCC1)NC(=O)C=1N(C(=CN1)C=1C(=NN(C1)C1=NC=CC=N1)C(F)(F)F)C N-(3-chloro-4-(piperazine-1-carbonyl)phenyl)-1-methyl-5-(1-(pyrimidin-2-yl)-3-(trifluoromethyl)-pyrazol-4-yl)-imidazole-2-carboxamide